FC(C)(F)C1=NC(=CC(=N1)N1CC2(C=3C=NC(=CC31)NC(C)=O)CC2)F N-(1'-(2-(1,1-difluoroethyl)-6-fluoropyrimidin-4-yl)-1',2'-dihydrospiro[cyclopropane-1,3'-pyrrolo[3,2-c]pyridin]-6'-yl)acetamide